2,2,2-trichloroethyl 3-((tert-butyldimethylsilyl)oxy)propanoate [Si](C)(C)(C(C)(C)C)OCCC(=O)OCC(Cl)(Cl)Cl